7-((tert-butyldimethylsilyl)oxy)-5-(4,4,5,5-tetramethyl-1,3,2-dioxaborolan-2-yl)-2,3-dihydro-1H-pyrrolo[1,2-a]indole [Si](C)(C)(C(C)(C)C)OC1=CC=2C=C3N(C2C(=C1)B1OC(C(O1)(C)C)(C)C)CCC3